3,5-bis(trifluoromethyl)-1,2,4-triazole potassium salt [K].FC(C1=NNC(=N1)C(F)(F)F)(F)F